ClC=1C(=CC2=C(NC(=N2)CC2=CC=C(C=C2)S(=O)(=O)CC2CC2)C1)C1=C(C=CC=C1)OC(C)C 6-chloro-2-(4-((cyclopropylmethyl)sulfonyl)benzyl)-5-(2-isopropoxyphenyl)-1H-benzo[d]imidazole